2-methyl-2-((tetrahydro-2H-pyran-2-yl)oxy)propan CC(C)(C)OC1OCCCC1